(3R)-4-amino-7-fluoro-3-methyl-N-(1-methyl-1H-pyrazol-4-yl)-N-(7-(trifluoromethyl)chroman-4-yl)-1,3-dihydrofuro[3,4-c]quinolin-8-carboxamide NC1=NC=2C=C(C(=CC2C2=C1[C@H](OC2)C)C(=O)N(C2CCOC1=CC(=CC=C21)C(F)(F)F)C=2C=NN(C2)C)F